CN1N=NC2=C1C=CC(=C2C)C(CC(=O)O)C=2C=C(C1=C(C=CS1)C2)CN2[C@H](C1(OC3=C(C2)N=C(C=C3)O)CC1)C 3-(1,4-Dimethyl-1H-benzotriazol-5-yl)-3-(7-{[(3'S)-7'-hydroxy-3'-methyl-3'H-spiro[cyclopropane-1,2'-pyrido[2,3-f][1,4]oxazepin]-4'(5'H)-yl]methyl}-1-benzothiophen-5-yl)propanoic acid